racemic-10-(4-bromophenyl)-6-(2,6-dimethylphenyl)-2,2-dioxo-9-oxa-2λ6-thia-3,5,12,19-tetrazatricyclo[12.3.1.14,8]nonadeca-1(18),4(19),5,7,14,16-hexaen-13-one BrC1=CC=C(C=C1)[C@H]1OC2=CC(=NC(NS(C=3C=CC=C(C(NC1)=O)C3)(=O)=O)=N2)C2=C(C=CC=C2C)C |r|